2-(((1S,9S)-9-ethyl-5-fluoro-9-hydroxy-4-methyl-10,13-dioxo-2,3,9,10,13,15-hexahydro-1H,12H-benzo[de]pyrano[3',4':6,7]indolizino[1,2-b]quinolin-1-yl)amino)-N-isopropylacetamide C(C)[C@]1(C(OCC=2C(N3CC=4C(=NC=5C=C(C(=C6C5C4[C@H](CC6)NCC(=O)NC(C)C)C)F)C3=CC21)=O)=O)O